NC1=C(C(NC2=C(C=CC=C12)C1=C(C=CC(=C1)OCC1=NC=C(C=C1)C(F)(F)F)F)=O)C(=O)NCCC 4-Amino-8-[2-fluoro-5-[[5-(trifluoromethyl)-2-pyridyl]methoxy]phenyl]-2-oxo-N-propyl-1H-quinoline-3-carboxamide